C(CCC)C1CN(C2=C(S(C1(C)C)(=O)=O)C=C(C(=C2)SC)O/C=C/C(=O)OC(C)(C)C)C2=CC=CC=C2 tert-butyl (E)-3-((3-butyl-2,2-dimethyl-7-(methylthio)-1,1-dioxido-5-phenyl-2,3,4,5-tetrahydrobenzo[b][1,4]thiazepin-8-yl)oxy)acrylate